ClC=1C(=NC(=NC1)N1CCC(CC1)CC1=CC=C2C(=NN(C2=C1)C)C1C(NC(CC1)=O)=O)NC=1C=C2C=C(C(N(C2=CC1)C)=O)OCC(=O)NC 2-((6-((5-chloro-2-(4-((3-(2,6-dioxopiperidin-3-yl)-1-methyl-1H-indazol-6-yl)methyl)piperidin-1-yl)pyrimidin-4-yl)amino)-1-methyl-2-oxo-1,2-dihydroquinolin-3-yl)oxy)-N-methylacetamide